N-(4-{[3-(3-cyanopropyl)-1H-pyrrolo[2,3-b]pyridin-4-yl]oxy}-3,5-difluorophenyl)-N'-[(3-fluorooxetan-3-yl)methyl]urea C(#N)CCCC1=CNC2=NC=CC(=C21)OC2=C(C=C(C=C2F)NC(=O)NCC2(COC2)F)F